COC(C(=O)N1C(CCC(C1)C)C1=CC2=CN(N=C2C=C1)C)=O 2-(5-Methyl-2-(2-methyl-2H-indazol-5-yl)piperidin-1-yl)-2-oxoacetic acid methyl ester